ClC=1C=CC(=C(C1)CC(=O)NC1=CC(=NC=C1)C(=O)NC1(CCCCC1)C)O 4-[[2-(5-chloro-2-hydroxy-phenyl)acetyl]amino]-N-(1-methylcyclohexyl)pyridine-2-carboxamide